O=C1NC(CC[C@@H]1N1C(C2=CC=C(C=C2C1)O[C@@H]1CN(CC1)C(=O)OCC1=CC=CC=C1)=O)=O Benzyl (S)-3-((2-((S)-2,6-dioxopiperidin-3-yl)-1-oxoisoindolin-5-yl)oxy)pyrrolidine-1-carboxylate